OC1=C(N=C(N(C1=O)C)[C@@H](C(F)(F)F)C(C1=CC=CC=C1)C1=CC=CC=C1)C(=O)NC=1C=NOC1 (S)-5-hydroxy-N-(isoxazol-4-yl)-1-methyl-6-oxo-2-(1,1,1-trifluoro-3,3-diphenylpropan-2-yl)-1,6-dihydropyrimidine-4-carboxamide